BrC=1C=C2C(NC(N(C2=CC1C(F)(F)F)C1=CC=CC=C1)=O)=O 6-bromo-1-phenyl-7-(trifluoromethyl)quinazolin-2,4(1H,3H)-dione